C/C(/C=O)=C\C1=CC=C(C=C1)C (2E)-2-Methyl-3-(4-methylphenyl)-2-propenal